6-{8-[(2-cyano-2-methylideneethyl)amino]-7-ethoxynaphthalen-2-yl}-N-[1-(2-hydroxyethyl)piperidin-4-yl]pyridine-2-carboxamide C(#N)C(CNC=1C(=CC=C2C=CC(=CC12)C1=CC=CC(=N1)C(=O)NC1CCN(CC1)CCO)OCC)=C